2-chloro-2-(3,5-difluorophenyl)-N,N-dimethylethan-1-amine ClC(CN(C)C)C1=CC(=CC(=C1)F)F